C(C)(C)(C)OC(=O)N1CCC(CC1)(OC)C1=CC(=CC=C1)Cl.FC1=C(C=CC(=C1)OC(F)(F)F)C1=CC=C(C=C1)C(C)=O 1-(2'-fluoro-4'-(trifluoromethoxy)-[1,1'-biphenyl]-4-yl)ethan-1-one Tert-Butyl-4-(3-chlorophenyl)-4-methoxypiperidine-1-carboxylate